5-bromo-7-(pyridin-4-yl)isoquinoline BrC1=C2C=CN=CC2=CC(=C1)C1=CC=NC=C1